N-(9,9-dimethyl-9H-fluoren-2-yl)dibenzo[b,d]thiophen-2-amine CC1(C2=CC=CC=C2C=2C=CC(=CC12)NC1=CC2=C(SC3=C2C=CC=C3)C=C1)C